C(C)(=O)OC1C(CCCC1)C(C)(C)CC 2-tert-pentylcyclohexyl acetate